BrCCC1=CC2CC2C1 3-(2-bromoethyl)bicyclo[3.1.0]hex-2-ene